(oxapentan-3-yl)methanesulfonyl chloride OCC(CC)CS(=O)(=O)Cl